FC1=C(C=CC(=C1)F)C=1C2=C(N=C(N1)[C@H]1C[C@@H](OCC1)C1=CC(=NC=C1)C)N=C(S2)N(C)C 7-(2,4-difluorophenyl)-N,N-dimethyl-5-[(2R,4R)-2-(2-methyl-4-pyridyl)tetrahydropyran-4-yl]thiazolo[4,5-d]pyrimidin-2-amine